C(C)(C)(C)OC(N(CCCC=1C=2C3=C(C(N(C3=CC1)C1C(NC(CC1)=O)=O)=O)C=CC2)C(=O)OC(C)(C)C)=O.BrC=2C=C(C=CC2N[C@H](CC)C2=CC=CC=C2)S(=O)(=O)NC 3-bromo-N-methyl-4-[[(1R)-1-phenylpropyl]amino]benzenesulfonamide tert-butyl-N-tert-butoxycarbonyl-N-[3-[1-(2,6-dioxo-3-piperidyl)-2-oxo-benzo[cd]indol-6-yl]propyl]carbamate